4-chloro-5-cyano-2-((4-fluoro-2-methylphenyl)-amino)benzoic acid ClC1=CC(=C(C(=O)O)C=C1C#N)NC1=C(C=C(C=C1)F)C